FC(C1(CC1)CNS(=O)(=O)N1CC2(C1)CN(C2)C(=O)OC(C)(C)C)(F)F tert-butyl 2-[[1-(trifluoromethyl) cyclopropyl] methylsulfamoyl]-2,6-diazaspiro[3.3]heptane-6-carboxylate